2-[4-(4-Chloro-1-methyl-1H-pyrazole-3-carbonyl)-piperazin-1-yl]-1-(3-fluoro-phenyl)-ethanone ClC=1C(=NN(C1)C)C(=O)N1CCN(CC1)CC(=O)C1=CC(=CC=C1)F